(S)-1-(4-methoxyphenyl)-N-((R)-1-phenylethyl)propan-2-amine hydrochloride Cl.COC1=CC=C(C=C1)C[C@H](C)N[C@H](C)C1=CC=CC=C1